(z)-4-methyl-1,4-hexadiene methyl-2-(5-((1-cyanocyclopropyl)methyl)-6-(hydroxymethyl)pyridin-3-yl)cyclopropane-1-carboxylate COC(=O)C1C(C1)C=1C=NC(=C(C1)CC1(CC1)C#N)CO.C/C(/CC=C)=C/C